rac-(1R,2R,3S,3aR,8bS)-6-(4-aminobutoxy)-1,8b-dihydroxy-8-methoxy-3a-(4-methoxyphenyl)-3-phenyl-2,3,3a,8b-tetrahydro-1H-cyclopenta[b]benzofuran-2-carboxamide formate C(=O)O.NCCCCOC1=CC2=C([C@]3([C@@](O2)([C@@H]([C@H]([C@H]3O)C(=O)N)C3=CC=CC=C3)C3=CC=C(C=C3)OC)O)C(=C1)OC |r|